2-((butylthio)methyl)-3,3-dimethyl-2-phenyloxirane C(CCC)SCC1(OC1(C)C)C1=CC=CC=C1